FC1([C@@H]2CC(C[C@H]12)C(=O)O)F (1S,5R)-6,6-difluorobicyclo[3.1.0]hexane-3-carboxylic acid